2-(4-chloro-3,5-dimethyl-phenyl)-5-methyl-pyrimidine ClC1=C(C=C(C=C1C)C1=NC=C(C=N1)C)C